CC(CC(C)=O)(C)C 4,4-Dimethyl-2-Pentanon